3-fluoro-5-(6-methoxypyridazin-4-yl)phenol FC=1C=C(C=C(C1)C1=CN=NC(=C1)OC)O